Cl.COC1=CC2=C(C3=CC(=CC=C3N=C2C=C1)C(F)(F)F)NC1=CC(=C(C(=C1)CN1CCCC1)O)CN1CCCC1 4-((2-Methoxy-7-(trifluoromethyl)acridin-9-yl)amino)-2,6-bis(pyrrolidin-1-ylmethyl)phenol hydrochloride